5-((4-(4-(azetidin-3-yl)piperazin-1-yl)phenyl)(2,2,6,6-tetramethyltetrahydro-4H-pyran-4-ylmethylene)methyl)-3-fluoro-1-(tetrahydro-2H-pyran-4-yl)-1H-indazole N1CC(C1)N1CCN(CC1)C1=CC=C(C=C1)C(C=1C=C2C(=NN(C2=CC1)C1CCOCC1)F)=CC1CC(OC(C1)(C)C)(C)C